ClC1=NC(=NC2=CC=CC(=C12)C#C[Si](C(C)C)(C(C)C)C(C)C)N(CC1=CC=C(C=C1)OC)CC1=CC=C(C=C1)OC 4-chloro-N,N-bis(4-methoxybenzyl)-5-((triisopropylsilyl)ethynyl)quinazolin-2-amine